FC(OC1=CC=C(C(=O)N2CCC(CC2)C2=C3C(=NC=C2)NC(=N3)C3CN(C3)C(C)=O)C=C1)(F)F 1-[3-[7-[1-[4-(Trifluoromethoxy)benzoyl]-4-piperidyl]-3H-imidazo[4,5-b]pyridin-2-yl]azetidin-1-yl]ethanone